FC1=CC=C(C(=N1)C)OC1=C(C(=O)NC2=CC(=CC=C2)[S@@](=O)(=NC(COC)=O)C)C(=C(C=N1)C(F)(F)F)C (R)-2-((6-fluoro-2-methylpyridin-3-yl)oxy)-N-(3-(N-(2-methoxyacetyl)-S-methylsulfonimidoyl)phenyl)-4-methyl-5-(trifluoromethyl)nicotinamide